4-amino-1-(bicyclo[1.1.1]pent-1-yl)-6-oxo-1,6-dihydropyridine-3-carboxylic acid methyl ester COC(=O)C1=CN(C(C=C1N)=O)C12CC(C1)C2